N[C@@H]([C@H](O)C)C(=O)Cl L-threonine chloride